(2,6-dihydroxy-5'-methyl-4-pentyl-2'-(prop-1-en-2-yl)-[1,1'-biphenyl]-3-yl)(4-methylpiperazin-1-yl)methanone OC1=C(C(=CC(=C1C(=O)N1CCN(CC1)C)CCCCC)O)C1=C(C=CC(=C1)C)C(=C)C